methyl 4-fluoro-2-methoxybenzoate FC1=CC(=C(C(=O)OC)C=C1)OC